COC=1C=C(C=CC1C)C1(CCC(CC1)N1C(NC2=CC=C(C(=C2C1)C)C=C)=O)C(=O)N (3-Methoxy-4-methylphenyl)-4-(5-methyl-2-oxo-6-vinyl-1,2-dihydroquinazolin-3(4H)-yl)cyclohexanecarboxamide